P(=O)(OC[C@H](CCCCCCCCCCCCCCCCCCCCC)OC=1C=NC(=CC1)C#N)([O-])[O-] methyl((S)-2-((6-cyanopyridin-3-yl) oxy) behenyl) phosphate